(E)-N-(5-(5-(1-(methoxyimino)ethyl)benzo[d]oxazol-2-yl)-8-(methylamino)-2,7-naphthyridin-3-yl)cyclopropanecarboxamide CO\N=C(/C)\C=1C=CC2=C(N=C(O2)C2=C3C=C(N=CC3=C(N=C2)NC)NC(=O)C2CC2)C1